Methyl (1S,4R)-4-(2-(((2S,4R)-4-hydroxy-1-(3-methyl-2-(3-methylisoxazol-5-yl)butanoyl)pyrrolidine-2-carboxamido) Methyl)-5-(4-methylthiazol-5-yl)phenoxy)cyclohexane-1-carboxylate O[C@@H]1C[C@H](N(C1)C(C(C(C)C)C1=CC(=NO1)C)=O)C(=O)NCC1=C(OC2CCC(CC2)C(=O)OC)C=C(C=C1)C1=C(N=CS1)C